CN1N=C(C2=CC=C(C=C12)C(C)(C)O)NC=1C(=NN(C1)C)C(F)(F)F 2-(1-methyl-3-{[1-methyl-3-(trifluoromethyl)-1H-pyrazol-4-yl]amino}-1H-indazol-6-yl)propan-2-ol